C1(CCCC1)N1C(=CC2=C1N=C(N=C2)NC2=CC=C(C=C2)NC(CCCCCCC(=O)NO)=O)C(N(C)C)=O N1-(4-((7-Cyclopentyl-6-(dimethylcarbamoyl)-7H-pyrrolo[2,3-d]pyrimidin-2-yl)amino)phenyl)-N8-hydroxyoctanediamide